(S)-3-(6-bromobenzo[d]oxazol-2-yl)-2-((tert-butoxycarbonyl)amino)propanoic acid BrC1=CC2=C(N=C(O2)C[C@@H](C(=O)O)NC(=O)OC(C)(C)C)C=C1